N,N'-diphenyl-1,4-biphenyldiamine C1(=CC=CC=C1)NC1(CC=C(C=C1)NC1=CC=CC=C1)C1=CC=CC=C1